FC1=C(C(=CC=C1)F)N1N=CC2=C1COC[C@@H]2NC(=O)C=2N=CN1C2CCCC1 (R)-N-(1-(2,6-difluorophenyl)-1,4,5,7-tetrahydropyrano[3,4-c]pyrazol-4-yl)-5,6,7,8-tetrahydroimidazo[1,5-a]pyridine-1-carboxamide